ClC=1C(=NC(=NC1)NC1=CC=C(C=C1)N1CCN(CC1)C)NC1=CC=C2C=NNC2=C1 5-chloro-N4-(1H-indazol-6-yl)-N2-(4-(4-methylpiperazine-1-yl)phenyl)pyrimidine-2,4-diamine